3-[(2,2-dioxo-1,3-dihydro-2-benzothiophen-5-yl)amino]-5-(methylamino)-6-(3-methylimidazo[4,5-c]pyridin-7-yl)pyrazine-2-carboxamide O=S1(CC2=C(C1)C=CC(=C2)NC=2C(=NC(=C(N2)NC)C=2C1=C(C=NC2)N(C=N1)C)C(=O)N)=O